2-((2R,3R)-3-(2-chlorophenyl)-1,4-dioxaspiro[4.5]decan-2-yl)ethanol ClC1=C(C=CC=C1)[C@@H]1[C@H](OC2(O1)CCCCC2)CCO